2-methoxypropyl ((((2R,3S,4R,5R)-5-(4-aminopyrrolo[2,1-f][1,2,4]triazin-7-yl)-5-cyano-3,4-dihydroxytetrahydrofuran-2-yl)methoxy)(4-(tert-butyl)phenoxy)phosphoryl)-L-alaninate NC1=NC=NN2C1=CC=C2[C@]2([C@@H]([C@@H]([C@H](O2)COP(=O)(OC2=CC=C(C=C2)C(C)(C)C)N[C@@H](C)C(=O)OCC(C)OC)O)O)C#N